N1=C(N=CC=C1)C1=NN2C(NC=CC2=O)=C1 2-pyrimidin-2-yl-4H-pyrazolo[1,5-a]pyrimidin-7-one